5-(4-chlorophenyl)-2,3-dimethyl-7-(2-((tetrahydrofuran-3-yl)amino)pyridin-4-yl)pyrido[2,3-d]pyridazin-8(7H)-one ClC1=CC=C(C=C1)C=1C2=C(C(N(N1)C1=CC(=NC=C1)NC1COCC1)=O)N=C(C(=C2)C)C